(2S,6S)-2,6-dimethylpiperidin C[C@@H]1N[C@H](CCC1)C